1-(benzyloxy)-3-iodo-2,4-dimethylbenzene C(C1=CC=CC=C1)OC1=C(C(=C(C=C1)C)I)C